2-amino-2-hydroxymethyl-1,3-propanediol oleate C(CCCCCCC\C=C/CCCCCCCC)(=O)OCC(CO)(CO)N